CC(=O)N(C1=CC=CC=C1)N ACETYLPHENYLHYDRAZIN